4-(2-methoxyethoxy)-2-(trimethylstannyl)pyridine COCCOC1=CC(=NC=C1)[Sn](C)(C)C